(R)-(2-methyl-4-(pyridazin-3-yloxy)phenyl)-4-oxo-4,5-dihydro-3H-1-thia-3,5,8-triazaacenaphthylene-2-carboxamide CC1=C(C=CC(=C1)OC=1N=NC=CC1)N1C2=C(SC=3N=CC=C(NC1=O)C32)C(=O)N